CN(C(CC1CCN(CC1)C(=O)[C@H](CC(C)C)N1C([C@@H](NCC1)CC1CC1)=O)=O)CCC(C)C (S)-1-[(S)-1-[(4-{2-[N-methyl(isopentyl)amino]-2-oxoethyl}-1-piperidyl)carbonyl]-3-methylbutyl]-3-(cyclopropylmethyl)-2-piperazinone